C(C1=CC=CC=C1)OCC(=O)Cl 2-(benzyloxy)acetylchloride